N-ethyl-2-(5-fluoro-1H-indol-3-yl)-N-methylethan-1-amine hydrochloride Cl.C(C)N(CCC1=CNC2=CC=C(C=C12)F)C